FC1CN(CC1F)C1=C(C=NC2=C(C(=CC=C12)F)C1=C(C(=CC(=C1)F)F)F)C(=O)NN1CCOC2=C1C=CC=C2 4-(3,4-difluoropyrrolidin-1-yl)-N-(2,3-dihydro-1,4-benzoxazin-4-yl)-7-fluoro-8-(2,3,5-trifluorophenyl)quinoline-3-carboxamide